C1(CC1)CNC1=C(N=C2SC3=C(N21)C=CC(=C3)C(=O)NCCCN3CCC(CC3)F)C3=C(C=C(C=C3)[C@@H]3NCCC3)F (R)-3-((cyclopropylmethyl)amino)-2-(2-fluoro-4-(pyrrolidin-2-yl)phenyl)-N-(3-(4-fluoropiperidin-1-yl)propyl)benzo[d]imidazo[2,1-b]thiazole-7-carboxamide